1,1,1,3,3,3-Hexafluoropropan-2-yl 1-(2-(4-(methylsulfonyl) piperazin-1-yl)-4-(trifluoromethyl) benzyl)-1,8-diazaspiro[4.5]decane-8-carboxylate CS(=O)(=O)N1CCN(CC1)C1=C(CN2CCCC23CCN(CC3)C(=O)OC(C(F)(F)F)C(F)(F)F)C=CC(=C1)C(F)(F)F